3-[[[(1R,2S,5S)-3-[(2S)-3,3-dimethyl-2-[(2,2,2-trifluoroacetyl)amino]butanoyl]-6,6-dimethyl-3-azabicyclo[3.1.0]hexane-2-carbonyl]amino]-(2-fluoroacetyl)amino]propanamide CC([C@@H](C(=O)N1[C@@H]([C@H]2C([C@H]2C1)(C)C)C(=O)NN(CCC(=O)N)C(CF)=O)NC(C(F)(F)F)=O)(C)C